3-oxo-3-(4-phenoxyphenyl)propanamide O=C(CC(=O)N)C1=CC=C(C=C1)OC1=CC=CC=C1